8-((2R,4R,SR)-5-Ethyl-2-methyl-4-(3-(trifluoromethyl)phenoxy)piperidin-1-yl)-5-methyl-6-oxo-5,6-dihydro-1,5-naphthyridin-2-carbonitril C(C)[C@@H]1[C@@H](C[C@H](N(C1)C1=CC(N(C=2C=CC(=NC12)C#N)C)=O)C)OC1=CC(=CC=C1)C(F)(F)F |&1:2|